BrC=1C(=CC2=C(N(CC(N(S2(=O)=O)C)(CC)CCCC)C2=CC=CC=C2)C1)O\C=C(\C(=O)OCC)/F.[P].[Ca] Calcium phosphorus Ethyl (Z)-3-((7-bromo-3-butyl-3-ethyl-2-methyl-1,1-dioxido-5-phenyl-2,3,4,5-tetrahydro-1,2,5-benzothiadiazepin-8-yl)oxy)-2-fluoroacrylate